C(C)C1=NC2=CC(=CC(=C2C=C1C)OC1=CC=C(C=C1)OC(F)(F)F)C 2-ethyl-3,7-dimethyl-5-(4-(trifluoromethoxy)phenoxy)quinoline